quinazolin-4-yl-2,4,6-triisopropylbenzenesulfonate N1=CN=C(C2=CC=CC=C12)OS(=O)(=O)C1=C(C=C(C=C1C(C)C)C(C)C)C(C)C